(5-Ethoxy-2-(2-methoxyacetamido)pyridin-4-yl)carbamic acid tert-butyl ester C(C)(C)(C)OC(NC1=CC(=NC=C1OCC)NC(COC)=O)=O